(R)-3-(1-Acryloylpiperidin-3-yl)-7-amino-1-(4-(3,5-difluorophenoxy)phenyl)-1,5-dihydro-4H-pyrrolo[2,3-d]pyridazin-4-on C(C=C)(=O)N1C[C@H](CCC1)C1=CN(C=2C(=NNC(C21)=O)N)C2=CC=C(C=C2)OC2=CC(=CC(=C2)F)F